CC1=C(C=C(C=C1)NC(OC(C)(C)C)=O)C1CNCCC1 tert-Butyl 4-methyl-3-(piperidin-3-yl)phenylcarbamate